FC(S(=O)(=O)[O-])(F)F.C(C)[N+]1=C(NC=C1)C ethyl-methyl-imidazolium trifluoromethanesulfonate